9-vinyl-2,3,4,9-tetrahydro-1H-carbazole C(=C)N1C2=CC=CC=C2C=2CCCCC12